6-(1-(2-(cyclobutylmethyl)-2-azaspiro[3.3]heptan-6-yl)piperidin-4-yl)-1,4-dimethyl-2-(4-(methylsulfonyl)phenyl)-1H-benzo[d]imidazole C1(CCC1)CN1CC2(C1)CC(C2)N2CCC(CC2)C=2C=C(C1=C(N(C(=N1)C1=CC=C(C=C1)S(=O)(=O)C)C)C2)C